ON=C(N)C1=NON=C1OCCCS(N)(=O)=O N'-hydroxy-4-(3-sulfamoylpropoxy)-1,2,5-oxadiazole-3-carboximidamide